C(C)OC(C(=O)C1C(N([C@H](C1)C)C1=CC=C(C=C1)Cl)=O)=O.ClC=1C(=CC(=C(C1)S(=O)(=O)NC=1SC=CN1)F)NCC1CC(CCC1)O 5-chloro-2-fluoro-4-(((3-hydroxycyclohexyl)methyl)amino)-N-(thiazol-2-yl)benzenesulfonamide ethyl-2-[(5S)-1-(4-chlorophenyl)-5-methyl-2-oxopyrrolidin-3-yl]-2-oxoacetate